C(C=C)(=O)OCCCCCCOC1=CC=C(C(=O)OC2=C(C=C(C=C2)OC(=O)C2CCC(CC2)CC)C(=NNCCCCCCOC(C=C)=O)C=2SC3=C(N2)C=CC=C3)C=C1 [2-[1,3-benzothiazol-2-yl(6-prop-2-enoyloxyhexyl)hydrazonomethyl]-4-(4-ethylcyclohexanecarbonyl)oxy-phenyl] 4-(6-prop-2-enoyloxyhexoxy)benzoate